O1C(COCC1)COC1=NC(=CC(=C1)OCC1=CC=CC=C1)C#CC1=CC=C(C=C1)OCC1=CC=C(C=C1)OC 2-((1,4-dioxan-2-yl)methoxy)-4-(benzyloxy)-6-((4-((4-methoxybenzyl)oxy)phenyl)ethynyl)pyridine